OCC(C1=NC(=NO1)C1=CC=C(C=C1)C(F)(F)F)NC(=O)C=1C=CC=C2C=CNC12 N-(2-hydroxy-1-{3-[4-(trifluoromethyl)phenyl]-1,2,4-oxadiazol-5-yl}ethyl)-1H-indole-7-carboxamide